NC=1C=2N(C(=CN1)C=1CNCCC1)C(=NC2C2=CC=C(C1=CC=CC=C21)NC(NC2=CC(=CC=C2)C(F)(F)F)=O)C 3-{4-[8-amino-3-methyl-5-(1,2,5,6-tetrahydropyridin-3-yl)imidazo[1,5-a]pyrazin-1-yl]naphthalen-1-yl}-1-[3-(trifluoromethyl)phenyl]urea